COC1=C(C=NC=C1)N(C1CCN(CC1)C1=NC=C(C=N1)C#N)C=1C=NC(=CC1)C(F)(F)F 2-(4-((4-Methoxypyridin-3-yl)(6-(trifluoromethyl)pyridin-3-yl)amino)piperidin-1-yl)pyrimidine-5-carbonitrile